C1(=CC=CC=C1)[C@H]1N(OCC1)C1=NC(=NC=C1C(F)(F)F)N[C@@H]1CNCCC1 4-((S)-3-phenylisoxazolidin-2-yl)-N-((S)-piperidin-3-yl)-5-(trifluoromethyl)pyrimidin-2-amine